3-bromo-6-(6-methylpyridazin-3-yl)oxy-pyrazolo[1,5-a]pyrimidine BrC=1C=NN2C1N=CC(=C2)OC=2N=NC(=CC2)C